BrC1=C(C(=CC=C1)O)O 3-Bromo-1,2-benzenediol